The molecule is d-Glucopyranose with beta configuration at the anomeric centre. It has a role as an epitope and a mouse metabolite. It is an enantiomer of a beta-L-glucose. C([C@@H]1[C@H]([C@@H]([C@H]([C@@H](O1)O)O)O)O)O